1-[({1-[5-(difluoromethyl)(1,3,4-thiadiazol-2-yl)]-4-morpholin-4-yl-1H-indazol-6-yl}sulfonyl)amino]cyclopropanecarbonitrile FC(C1=NN=C(S1)N1N=CC2=C(C=C(C=C12)S(=O)(=O)NC1(CC1)C#N)N1CCOCC1)F